C12(CC1)C=C1N(C(C3=C(N=C1)C=CC=C3)=O)C2 3H,5H-spiro[benzo[e]pyrrolo[1,2-a][1,4]diazepine-2,1'-cyclopropan]-5-one